5-(2-(3-((butylamino)methyl)phenyl)-1H-pyrrolo[2,3-b]pyridin-4-yl)-1H-indazol-3-amine C(CCC)NCC=1C=C(C=CC1)C1=CC=2C(=NC=CC2C=2C=C3C(=NNC3=CC2)N)N1